N1C=NCC1 R-2-Imidazoline